(S)-N-(5-(2-(2-aminopyridin-3-yl)-5-(3-fluoro-1H-pyrazol-1-yl)-3H-imidazo[4,5-b]pyridin-3-yl)-2,3-dihydro-1H-inden-1-yl)-6-methylnicotinamide NC1=NC=CC=C1C1=NC=2C(=NC(=CC2)N2N=C(C=C2)F)N1C=1C=C2CC[C@@H](C2=CC1)NC(C1=CN=C(C=C1)C)=O